CC=1C(=NON1)CC=O 2-(4-methyl-1,2,5-oxadiazol-3-yl)ethan-1-one